COC(CC(NC(C1=CC=C(C=C1)N=S(=O)=O)=O)C1=CC=C(C=C1)OC)=O 3-(4-methoxyphenyl)-3-(4-sulfonylaminobenzoylamino)propionic acid methyl ester